NCCCC=1C=C(C(=O)O)C=C(C1)CCCN.C(C1=CC=CC=C1)(=O)OCC ethyl benzoate 3,5-bis(3-aminopropyl)benzoate